NC1=C2C(=NC=N1)N(N=C2C2=CC=C(C=C2)OC2=CC=CC=C2)C2CCN(CC2)C2=CNC=CC=C2 3-[4-[4-Amino-3-(4-phenoxyphenyl)pyrazolo[3,4-d]pyrimidin-1-yl]-1-piperidinyl]azepine